1-phenyl-3-anilino-1-propanone C1(=CC=CC=C1)C(CCNC1=CC=CC=C1)=O